isopropoxy-titanium(IV) C(C)(C)O[Ti+3]